ethylmethyl glycidate C(C1CO1)(=O)OCCC